C1C(=CC2=C1C=CC=1C=3C=CC=CC3C=CC21)O cyclopenta[1,2-a]phenanthren-2-ol